C(C)C=NCCCN(C)C 3-(ethylmethyleneamino)-N,N-dimethyl-propan-1-amine